C(C=C)(=O)N1CC=2N(C(C1)CC(=O)N(C)C)N=C(C2C2=CC=NC=C2)C2=CC=C(C=C2)F 2-(5-acryloyl-2-(4-fluorophenyl)-3-(pyridin-4-yl)-4,5,6,7-tetrahydropyrazolo[1,5-a]pyrazin-7-yl)-N,N-dimethylacetamide